2-[1-(3-chloro-4-fluorophenyl)pyrazol-4-yl]-N-(5-cyclopropyl-2H-pyrazol-3-yl)propanamide ClC=1C=C(C=CC1F)N1N=CC(=C1)C(C(=O)NC=1NN=C(C1)C1CC1)C